The molecule is an amino disaccharide consisting of beta-D-Galp joined by a (1->4) glycosidic bond to 2-acetamido-2-deoxy-alpha-D-glucopranose. It is a member of acetamides and an amino disaccharide. CC(=O)N[C@@H]1[C@H]([C@@H]([C@H](O[C@@H]1O)CO)O[C@H]2[C@@H]([C@H]([C@H]([C@H](O2)CO)O)O)O)O